(RS)-2-(3-benzoylphenyl)propionic acid C(C1=CC=CC=C1)(=O)C=1C=C(C=CC1)[C@H](C(=O)O)C |r|